2-(4-cyclopropyl-6-methoxypyrimidin-5-yl)-8-(4-(1-methyl-4-(trifluoromethyl)-1H-imidazol-2-yl)benzyl)-[1,2,4]triazolo[1,5-c]pyrimidine C1(CC1)C1=NC=NC(=C1C1=NN2C=NC=C(C2=N1)CC1=CC=C(C=C1)C=1N(C=C(N1)C(F)(F)F)C)OC